Methyl 3-(7-(2-(cycloheptylamino)-2-oxoethoxy)naphthalen-2-yl)-3-(4-ethoxyphenyl)propanoate C1(CCCCCC1)NC(COC1=CC=C2C=CC(=CC2=C1)C(CC(=O)OC)C1=CC=C(C=C1)OCC)=O